1-benzyl-3-(trifluoromethyl)-3-pyrrolidinol C(C1=CC=CC=C1)N1CC(CC1)(O)C(F)(F)F